C(C)(C)(C)C1=C(C(=C(C=C1)C(C)(C)C)C(C)C)C(C)C 1,4-di-tert-butyl-di-isopropylbenzene